FC(OC=1C(=NC(=NC1OC)NS(=O)(=O)C1=CNC2=NC(=CC=C21)C)OC)F N-[5-(difluoromethoxy)-4,6-dimethoxy-pyrimidin-2-yl]-6-methyl-1H-pyrrolo[2,3-b]pyridine-3-sulfonamide